(2R,3S,4S)-4-[(tert-butoxycarbonyl)oxy]-3-({[2-(dibutylamino) ethyl]carbamoyl}oxy)-2-[(4-methoxyphenyl)methyl]pyrrolidine-1-carboxylate C(C)(C)(C)OC(=O)O[C@@H]1[C@H]([C@H](N(C1)C(=O)[O-])CC1=CC=C(C=C1)OC)OC(NCCN(CCCC)CCCC)=O